C[Sn] methyl-tin